t-butylbenzoyl peroxide (tert-butyl benzoperoxoate) C(C)(C)(C)C1=C(C(=O)OO)C=CC=C1.C(C)(C)(C)OOC(C1=CC=CC=C1)=O